Cl.NC[C@H](CCl)O (R)-1-amino-3-chloro-2-propanol hydrochloride